ethyl 2-(3-cyanophenyl)-3-(2,6-dimethyl-4-pyridyl)pyrazolo[1,5-a]pyrimidine-5-carboximidate C(#N)C=1C=C(C=CC1)C1=NN2C(N=C(C=C2)C(OCC)=N)=C1C1=CC(=NC(=C1)C)C